ClC=1C=C(C=CC1)C1=NC2=C(N1)C=CC=C2C(=O)N 2-(3-Chlorophenyl)-1H-benzo[d]imidazole-4-carboxamide